FC(CC=1C=CC(=NC1)N)(F)F 5-(2,2,2-trifluoroethyl)pyridin-2-amine